5-{3-(cyanomethyl)-3-[4-(1H-pyrrolo[2,3-b]pyridin-4-yl)-1H-pyrazol-1-yl]azetidin-1-yl}-N-isopropylpyrazine-2-carboxamide C(#N)CC1(CN(C1)C=1N=CC(=NC1)C(=O)NC(C)C)N1N=CC(=C1)C1=C2C(=NC=C1)NC=C2